C1(CCCC1)N(C1=NC(=NC=C1)NC1=CC(=C(C(=O)N([C@H]2CNCCC2)C2=NC=CC3=CC=CC(=C23)C)C=C1)F)C 4-({4-[cyclopentyl(methyl)amino]pyrimidin-2-yl}amino)-2-fluoro-N-(8-methylisoquinolin-1-yl)-N-[(3R)-piperidin-3-yl]benzamide